ClC=1N=CN(C1)C1=NC2=CC=C(C=C2C(=C1)OCC)N 2-(4-chloro-1H-imidazol-1-yl)-4-ethoxyquinolin-6-amine